BrC1=C(C=CC=C1)C(C)=O 1-(2-bromophenyl)ethane-1-one